2-fluoro-4-(1-(4-(4-(2-hydroxyethoxy)piperidin-1-yl)phenyl)-3-((quinuclidin-4-ylmethyl)amino)-1H-pyrazol-5-yl)benzonitrile FC1=C(C#N)C=CC(=C1)C1=CC(=NN1C1=CC=C(C=C1)N1CCC(CC1)OCCO)NCC12CCN(CC1)CC2